ClC1=CC(=C(OCC(=O)NC23CC(C2)(C3)N3N=NC(=C3)C3CC(C3)OC(F)(F)F)C=C1)O 2-(4-chloro-2-hydroxyphenoxy)-N-(3-{4-[3-(trifluoromethoxy)cyclobutyl]-1H-1,2,3-triazol-1-yl}bicyclo[1.1.1]pentan-1-yl)acetamide